2-(trans-4-(((7-(cyclopentylamino)-5-fluoro-4-oxo-3,4-dihydroquinazolin-2-yl)methyl)thio)cyclohexyl)acetamide C1(CCCC1)NC1=CC(=C2C(NC(=NC2=C1)CS[C@@H]1CC[C@H](CC1)CC(=O)N)=O)F